3-chloro-5-(2-chloro-4-fluorophenyl)-4H-benzo[e][1,2,4]thiadiazine 1,1-dioxide ClC1=NS(C2=C(N1)C(=CC=C2)C2=C(C=C(C=C2)F)Cl)(=O)=O